(+/-)-Methyl 3-(hydroxymethyl)-3-phenyl-2,3-dihydrobenzofuran-5-carboxylate OC[C@@]1(COC2=C1C=C(C=C2)C(=O)OC)C2=CC=CC=C2 |r|